C(C)C1=C(CN2C[C@H](CC2)C(=O)O)C=CC(=C1)/C(/C)=N/OCC1=C(C=C(C=C1F)C=1C=NC(=CC1)F)F (S,E)-1-(2-ethyl-4-(1-(((2,6-difluoro-4-(6-fluoropyridin-3-yl)benzyl)oxy)imino)ethyl)benzyl)pyrrolidine-3-carboxylic acid